[Ni].C(C1=CC=CC=C1)OC=1C(=NC=C(C1)\C=C\COC)Cl (E)-3-(benzyloxy)-2-chloro-5-(3-methoxyprop-1-en-1-yl)pyridine nickel